BrC1=C(C=C2N=CC=3N(C(N4[C@@H](COC1=C2C34)C)=O)C)OC (R)-7-bromo-6-methoxy-2,10-dimethyl-9,10-dihydro-8-oxa-2,4,10a-triazanaphtho[2,1,8-cde]azulen-1(2H)-one